isopropyl (3-chloro-2-pyridyl)-3-hydroxy-4,5-dihydro-1h-pyrazole-5-carboxylate ClC=1C(=NC=CC1)N1N=C(CC1C(=O)OC(C)C)O